COC=1C=C(C=CC1)CCN1CCCCC1 1-[2-(3-methoxy-phenyl)-ethyl]-piperidine